2-[(2R)-3-(3,4-Dihydro-1H-isochinolin-2-yl)-2-hydroxy-propyl]-6-(morpholinomethyl)-3,4-dihydroisochinolin-1-on C1N(CCC2=CC=CC=C12)C[C@H](CN1C(C2=CC=C(C=C2CC1)CN1CCOCC1)=O)O